C(CCCC\C=C/CCC)=O (Z)-dec-6-enal